1-[3-(4-bromophenoxy)pyrrolidin-1-yl]-2-methyl-propan-1-one BrC1=CC=C(OC2CN(CC2)C(C(C)C)=O)C=C1